3,4,9-trimethyl-2-(2'-amino-5'-bromophenyl)carbazole CC=1C(=CC=2N(C3=CC=CC=C3C2C1C)C)C1=C(C=CC(=C1)Br)N